6-fluoro-3-{1-[3-(piperazine-1-carbonyl)-phenyl]-1H-[1,2,3]triazol-4-yl}-1H-quinolin-2-one FC=1C=C2C=C(C(NC2=CC1)=O)C=1N=NN(C1)C1=CC(=CC=C1)C(=O)N1CCNCC1